N-(benzo[d][1,3]dioxol-4-ylmethyl)-2-(3,5-dimethoxy-4-(trifluoromethyl)phenyl)ethan-1-amine O1COC2=C1C=CC=C2CNCCC2=CC(=C(C(=C2)OC)C(F)(F)F)OC